C(C1CO1)OC1=C(C=CC(=C1)OCC1CO1)P1(OC2=CC=CC=C2C=2C=CC=CC12)=O 10-[2,4-bis(glycidyloxy)phenyl]-9,10-dihydro-9-oxa-10-phosphaphenanthrene-10-oxide